O=C1NC2=CC=CC=C2C1 oxoindolin